α-D-Glucopyranosyl-(1→3)-α-D-glucopyranosyl-(1→3)-D-glucose [C@H]1([C@H](O)[C@@H](O)[C@H](O)[C@H](O1)CO)O[C@@H]1[C@H]([C@H](O[C@@H]([C@H]1O)CO)O[C@H]([C@H](C=O)O)[C@H](O)[C@H](O)CO)O